ε-N-trimethyllysine C[N+](C)(C)CCCC[C@@H](C(=O)O)N